C(CCCCC)C=1C=C(COC(CCCCCCC(=O)N(CCCN(C)C)C(CCCCC=CC(=O)OCC(CCCCCCCC)CCCCCC)CCCCCCCCCC)=O)C=C(C1)CCCCCC 2-Hexyldecyl 8-(8-((3,5-dihexylbenzyl)oxy)-N-(3-(dimethylamino)propyl)-8-oxooctanamido)-octadecenoate